bis(3-cyclohexyl-6-hydroxy-4-methylphenyl)-4-hydroxyphenyl-methane C1(CCCCC1)C=1C=C(C(=CC1C)O)C(C1=CC=C(C=C1)O)C1=CC(=C(C=C1O)C)C1CCCCC1